NC=1SC2=C(N1)C(=CC1=C2OC[C@@H](O1)COC(C)=O)C.CC1=CC2=C(SC3=C2C=CC=C3C)C(=C1)C 2,4,6-trimethyl-dibenzothiophene (R)-(2-amino-4-methyl-7,8-dihydro-[1,4]dioxino[2',3':3,4]benzo[1,2-d]thiazol-7-yl)methyl-acetate